C[C@H]1[C@H](N1C(=O)OCC1=CC=CC=C1)C(=O)OC (2S,3S)-1-benzyl 2-methyl 3-methylaziridine-1,2-dicarboxylate